C(C#C)C[C@H](N)C(=O)O 3-Propargyl-alanine